1-((1-methyl-1,2,3,4-tetrahydroquinolin-7-yl)methyl)-1,8-diazaspiro[4.5]decane CN1CCCC2=CC=C(C=C12)CN1CCCC12CCNCC2